Benzyl (2S,4S)-4-(((3S,5S,7S)-adamantan-1-yl)methyl)-2-(tert-butyl)-5-oxooxazolidine-3-carboxylate C12(CC3CC(CC(C1)C3)C2)C[C@@H]2N([C@@H](OC2=O)C(C)(C)C)C(=O)OCC2=CC=CC=C2